(R)-2-amino-2-(3-cyanopyrazolo[1,5-a]quinolin-7-yl)-4,4-dimethylpentanoic acid isopropyl ester C(C)(C)OC([C@@](CC(C)(C)C)(C=1C=C2C=CC=3N(C2=CC1)N=CC3C#N)N)=O